butyl 4-((2-bromoacetamido)methyl)benzoate BrCC(=O)NCC1=CC=C(C(=O)OCCCC)C=C1